CO/C(=C/CC(C)C)/S(=O)(=O)C1=CC=CC=C1 (Z)-(1-methoxy-4-methyl-1-pentenyl)-sulphonylbenzene